(S)-1-(4-nitrobenzyl)-2-oxopyrrolidin-3-yl methanesulfonate CS(=O)(=O)O[C@@H]1C(N(CC1)CC1=CC=C(C=C1)[N+](=O)[O-])=O